3-(6-oxo-1'-(4-(phenylsulfonyl)benzyl)-6,8-dihydro-2H,7H-spiro[furo[2,3-e]isoindole-3,4'-piperidin]-7-yl)piperidine-2,6-dione O=C1N(CC2=C3C(=CC=C12)C1(CCN(CC1)CC1=CC=C(C=C1)S(=O)(=O)C1=CC=CC=C1)CO3)C3C(NC(CC3)=O)=O